5-(3-bromo-4-methylphenyl)-2-(cyclopropylmethyl)-1H-pyrrole-3-carboxylic acid BrC=1C=C(C=CC1C)C1=CC(=C(N1)CC1CC1)C(=O)O